C(C(C)C)[C@H]1C(N(CCN1)[C@H](C(=O)N1CCC(CC1)CC(=O)OC(CCC)CC)CC(C)C)=O 1-Ethylbutyl (1-{(S)-2-[(S)-3-isobutyl-2-oxo-1-piperazinyl]-4-methylvaleryl}-4-piperidyl)acetate